3-iodo-2-(3-methoxyphenyl)quinolin IC=1C(=NC2=CC=CC=C2C1)C1=CC(=CC=C1)OC